BrC1=CC=2C(=NC(=NC2C=2C1=NN(C2)C(F)(F)F)C)N[C@H](C)C=2C=C(C=CC2)C(C(F)F)O {3-[(1R)-1-{[6-bromo-2-methyl-8-(trifluoromethyl)-8H-pyrazolo[3,4-H]quinazolin-4-yl]amino}ethyl]phenyl}-2,2-difluoroethane-1-ol